(2E)-N-[5-chloro-2-(methoxymethyl)pyridin-3-yl]-3-(7-fluoro-1H-indazol-6-yl)prop-2-enamide ClC=1C=C(C(=NC1)COC)NC(\C=C\C1=CC=C2C=NNC2=C1F)=O